FC(C(OC)C1=CC(=NC=C1)C(=O)O)(F)F 4-(2,2,2-trifluoro-1-methoxyethyl)picolinic acid